FC=1C(=NC(=CC1)F)C1=NN(C=C1NC(=O)C=1N=C(SC1)C=1C=NN(C1)CC=1OC(OC1C)=O)C1CCC(CC1)OCC N-(3-(3,6-difluoropyridin-2-yl)-1-((1r,4r)-4-ethoxycyclohexyl)-1H-pyrazol-4-yl)-2-(1-((5-methyl-2-oxo-1,3-dioxol-4-yl)methyl)-1H-pyrazol-4-yl)thiazole-4-carboxamide